[Nd].COCCO 2-Methoxyethanol neodymium